FC1(C(C1)COC=1C=C2CCN3C(C2=CC1OC)=C(C(=CC3=O)OC[C@H]3OCCOC3)C)F 9-(2,2-difluoro-cyclopropylmethoxy)-2-((S)-1-[1,4]dioxan-2-ylmethoxy)-10-methoxy-1-methyl-6,7-dihydro-pyrido[2,1-a]isoquinolin-4-one